4,6-dimethyl-2-heptanone CC(CC(C)=O)CC(C)C